NC1=CC=2N(C=C1C(=O)OCC)N=C(C2)CCC(C)(C)O ethyl 5-amino-2-(3-hydroxy-3-methylbutyl)pyrazolo[1,5-a]pyridine-6-carboxylate